C(CCCCCCC\C=C/C\C=C/CCCCC)(=O)N linoleic acid amide